CN(C)CCN1N=NN=C1S 1-(dimethylaminoethyl)-5-mercaptotetrazole